C(C)(C)(C)OC(NC1CC(C1)OC(F)(F)F)=O (3-(trifluoromethoxy)cyclobutyl)carbamic acid tert-butyl ester